FC1=CC=C(C=C1)CCC=1N=C(C2=C(N1)OC(=C2C(=O)N)C)NC2(CC2)C [2-(4-fluorophenyl)ethyl]-6-methyl-4-[(1-methylcyclopropyl)amino]furo[2,3-d]pyrimidine-5-carboxamide